(S)-N-(benzofuran-7-yl)pyrrolidin-3-amine hydrochloride Cl.O1C=CC2=C1C(=CC=C2)N[C@@H]2CNCC2